F[C@@]12[C@]3(C=CC(C=C3CC[C@H]1[C@@H]1C[C@H]([C@H](C(CO)=O)[C@]1(C[C@@H]2O)C)C)=O)C 9a-fluoro-11b,21-dihydroxy-16a-methylpregna-1,4-diene-3,20-dione